O1[C@@H](CC1)CN1C(=NC2=C1C=C(C=C2)C(=O)OC)CN2CCC(CC2)N2N=C(C=C2)COC2=CC=CC=C2 Methyl (S)-1-(oxetan-2-ylmethyl)-2-((4-(3-(phenoxymethyl)-1H-pyrazol-1-yl) piperidin-1-yl) methyl)-1H-benzo[d]imidazole-6-carboxylate